N1CC(C1)N1CCN(CC1)C1=C2CC(N(C(C2=CC=C1)=O)C1C(NC(CC1)=O)=O)=O 5-(4-(azetidin-3-yl)piperazin-1-yl)-2-(2,6-dioxopiperidin-3-yl)isoquinoline-1,3-dione